C(CCCC)C=1C(=C(C(=O)O)C=CC1C(=O)O)CCCCCCC(C)C.CN(C=1C=C2C=CC(=NC2=CC1)C=O)C 6-(dimethylamino)quinolinal n-pentyl-isononyl-terephthalate